C(C=C)=O propan-2-Ene-1-one